COC1=C(C=CC(=C1)OC)CNC1=NC=CC=2C(=CC=CC12)NCC1=CC(=NC=C1)OCC1CC=2N(CC1)C=C(N2)C N1-[(2,4-dimethoxyphenyl)methyl]-N5-[[2-[(2-methyl-5,6,7,8-tetrahydroimidazo[1,2-a]pyridin-7-yl)methoxy]-4-pyridyl]methyl]isoquinoline-1,5-diamine